di(docosyl)dimethyl-ammonium chloride [Cl-].C(CCCCCCCCCCCCCCCCCCCCC)[N+](C)(C)CCCCCCCCCCCCCCCCCCCCCC